FC(OC=1C(=NC=CC1)CN1C(C(=CC2=CC=C(N=C12)C)C1CCC(CC1)C1=C(C=CC=C1C)F)=O)F 1-((3-(Difluoromethoxy)pyridin-2-yl)methyl)-3-((1r,4r)-4-(2-fluoro-6-methylphenyl)cyclohexyl)-7-methyl-1,8-naphthyridin-2(1H)-one